NC1=C2C(=NC(=N1)Cl)N(N=C2)CC=2C=CC(=C(C2)CCO)C(F)(F)F 2-(5-((4-amino-6-chloro-1H-pyrazolo[3,4-d]pyrimidin-1-yl)methyl)-2-(trifluoromethyl)phenyl)ethane-1-ol